(Z)-2-[8-[(1R)-1-[[6-Chloro-2-(5-oxo-4H-1,2,4-oxadiazol-3-yl)-3-pyridyl]amino]ethyl]-6-methyl-4-oxo-2-(3-pyridyl)chromen-3-yl]-3-hydroxy-prop-2-enenitrile ClC1=CC=C(C(=N1)C1=NOC(N1)=O)N[C@H](C)C=1C=C(C=C2C(C(=C(OC12)C=1C=NC=CC1)/C(/C#N)=C/O)=O)C